(5-(3,5-difluorophenyl)-4,5-dihydro-1H-pyrazol-1-yl)(3-((3-methyl-1H-pyrazol-1-yl)methyl)bicyclo[1.1.1]-pentan-1-yl)methanone FC=1C=C(C=C(C1)F)C1CC=NN1C(=O)C12CC(C1)(C2)CN2N=C(C=C2)C